FC=1C=C(C=CC1)S(=O)(=O)C(C)(C)C1CCN(CC1)C(=O)NC1=NC=CN=C1 4-(2-((3-fluorophenyl)sulfonyl)propan-2-yl)-N-(pyrazin-2-yl)piperidine-1-carboxamide